3-fluoro-3-propyl-1H-1,2,4-triazole-1-ethanol FC1(NN(C=N1)CCO)CCC